C(C)C1=NN2C(NC=3C(=C2)CN(C3)CC=3C=NC=CC3)=C1 2-ethyl-6-[(pyridin-3-yl)methyl]-6,7-dihydro-4H-pyrazolo[1,5-a]pyrrolo[3,4-d]pyrimidine